(S)-3-amino-4-(3-methylphenyl)-butyric acid N[C@H](CC(=O)O)CC1=CC(=CC=C1)C